N=1N=CN2C=NC(=CC21)OC2=C(C=C(C=C2)NC2=NC=NC1=CC=C(C=C21)N2C[C@@H](CCC2)N)C (R)-N-(4-([1,2,4]triazolo[4,3-c]pyrimidin-7-yloxy)-3-methylphenyl)-6-(3-aminopiperidin-1-yl)quinazolin-4-amine